C(#N)C1=CNC2=C(C=CC(=C12)C)NS(=O)(=O)C1=CN=C(O1)C N-(3-cyano-4-methyl-1H-indol-7-yl)-2-methyl-oxazole-5-sulfonamide